NC=1C(N(C=CC1C)[C@H](C(=O)N[C@@H](C[C@H]1C(NCC1)=O)C#N)CC1CC1)=O (2S)-2-(3-amino-4-methyl-2-oxo-1-pyridyl)-N-[(1S)-1-cyano-2-[(3S)-2-oxopyrrolidin-3-yl]ethyl]-3-cyclopropyl-propanamide